O1CCN(CC1)C1=NC(=C2N=CN(C2=N1)CC(=O)C1=NC=CC=C1)N/N=C/C1=CC(=CC=C1)C(F)(F)F (E)-2-(2-morpholino-6-(2-(3-(trifluoromethyl)benzylidene)hydrazinyl)-9H-purin-9-yl)-1-(pyridin-2-yl)ethan-1-one